FC1=CC=C(C=C1)N(C(OC1=C(C=C(C=C1C(F)(F)F)C(F)(F)F)N1C(NCC1)=O)=O)C 2-(2-oxoimidazolidin-1-yl)-4,6-bis(trifluoromethyl)phenyl (4-fluorophenyl)(methyl)carbamate